COC=1C(=CC2=C([C@@H]3CC4=C(CN3CC2)C(=C(C=C4)OC)C(C)=O)C1)OC (S)-2,3,10-trimethoxy-9-acetyl-6,8,13,13a-tetrahydro-5H-dibenzo[a,g]quinolizine